C(C1=CC=CC=C1)SC=1C=C2CCN(C2=CC1)C(=O)C=1C(=NN(C1)C)NS(=O)(=O)C N-(4-(5-(benzylthio)indoline-1-carbonyl)-1-methyl-1H-pyrazol-3-yl)methanesulfonamide